8-cyclopentyl-2-((1-(1-(dimethylglycyl)piperidin-4-yl)-1H-pyrazol-4-yl)amino)-7-oxo-7,8-dihydropyrido[2,3-d]pyrimidine-6-carbonitrile C1(CCCC1)N1C(C(=CC2=C1N=C(N=C2)NC=2C=NN(C2)C2CCN(CC2)C(CN(C)C)=O)C#N)=O